4-[2,3-dichloro-6-(methoxymethoxy)phenyl]-4-(4-methylbenzenesulfonamido)-2-methylidenebutanoate ClC1=C(C(=CC=C1Cl)OCOC)C(CC(C(=O)[O-])=C)NS(=O)(=O)C1=CC=C(C=C1)C